FC1=CC=C(C=C1)C=1N=CN=NC1 5-(4-fluorophenyl)-1,2,4-triazin